ethanol mono-stearate C(CCCCCCCCCCCCCCCCC)(=O)OCC